2-(7-((1r,4r)-4-(hydroxymethyl)cyclohexyl)-6,7-dihydro-5H-pyrrolo[2,3-c]pyridazin-3-yl)-3-methyl-5-(trifluoromethyl)phenol OCC1CCC(CC1)N1CCC2=C1N=NC(=C2)C2=C(C=C(C=C2C)C(F)(F)F)O